ClC1=CC2=C(C=C3N2C(=NN(C3=O)CC(=O)N[C@H]3CN(CCC3)C3CCC3)C(C)C)S1 (R)-2-(2-Chloro-5-isopropyl-8-oxothieno[2',3':4,5]pyrrolo[1,2-d][1,2,4]triazin-7(8H)-yl)-N-(1-cyclobutylpiperidin-3-yl)acetamid